8-bromo-N-[(3H-imidazo[4,5-c]pyridin-2-yl)methyl]-2-(morpholin-4-yl)pyrazolo[1,5-a][1,3,5]triazin-4-amine BrC=1C=NN2C1N=C(N=C2NCC2=NC1=C(C=NC=C1)N2)N2CCOCC2